C(C=C(C)C)C1=C(C=CC=C1O)O 2-prenyl-1,3-benzendiol